F[C@H]1CN(CC1)CCCOC=1C=C2N(C3CCCCC3=CC2=CC1OC)C 6-{3-[(3R)-3-fluoropyrrolidin-1-yl]propoxy}-7-methoxy-N-methyl-1,2,3,4-tetrahydroacridin